ClC=1C=C(C=CC1F)NC(N(C(C)C1=CN(C(C2=CC=CC=C12)=O)CCC)C)=O 3-(3-Chloro-4-fluorophenyl)-1-methyl-1-(1-(1-oxo-2-propyl-1,2-dihydroisoquinolin-4-yl)ethyl)urea